CS(=O)(=O)OC1COC(C2=CC(=CC=C12)C(F)(F)F)C 1-methyl-7-(trifluoromethyl)isochroman-4-yl methanesulfonate